(cis)-3-((6,7-Dichloro-3-(1H-pyrazol-4-yl)-1H-indol-4-yl)amino)cyclobutanol ClC1=CC(=C2C(=CNC2=C1Cl)C=1C=NNC1)N[C@H]1C[C@H](C1)O